1-(4-(bromomethyl)phenyl)-5-methoxy-3-methyl-1H-pyrazole BrCC1=CC=C(C=C1)N1N=C(C=C1OC)C